5-chloro-2-(chloromethyl)-1,3-thiazole ClC1=CN=C(S1)CCl